3-Nitro-4-[[3-(4-pyridyl)-1H-indazol-5-yl]oxy]benzonitrile [N+](=O)([O-])C=1C=C(C#N)C=CC1OC=1C=C2C(=NNC2=CC1)C1=CC=NC=C1